5-bromo-N-(1-cyclopropylpropyl)-4-(trifluoromethyl)pyridin-2-amine BrC=1C(=CC(=NC1)NC(CC)C1CC1)C(F)(F)F